(E)-N-(4-aminophenyl)-3-(3-(3-chlorophenyl)-1H-1,2,4-triazol-1-yl)acrylamide NC1=CC=C(C=C1)NC(\C=C\N1N=C(N=C1)C1=CC(=CC=C1)Cl)=O